1,3,5-trimethyl-N-(1,1,3-trimethyl-2,3-dihydro-1H-inden-4-yl)-1H-pyrazole-4-carboxamide CN1N=C(C(=C1C)C(=O)NC1=C2C(CC(C2=CC=C1)(C)C)C)C